C(CCCCCCCCCCCCC\C=C/CCCCCCCC)(=O)[O-] nervonate